C(CCC(C)O)O 1,4-Pentanediol